C(C)(C)(C)OC(=O)N1C[C@@H](N(CC1)C1=NC=CC(=C1)C=1C(=C(C=C(C1)F)C1=CC(=C(C=C1)N1C(N(C=C1)C[2H])=O)Cl)OC)C (S)-4-(4-(3'-chloro-5-fluoro-2-methoxy-4'-(3-deuteromethyl-2-oxo-2,3-dihydro-1H-imidazol-1-yl)-[1,1'-biphenyl]-3-yl)pyridin-2-yl)-3-methylpiperazine-1-carboxylic acid tert-butyl ester